N-{3-[4-(6-methoxypyridin-3-yl)-6-oxo-1,6-dihydropyrimidin-2-yl]-4-methylbenzyl}isobutyramide COC1=CC=C(C=N1)C=1N=C(NC(C1)=O)C=1C=C(CNC(C(C)C)=O)C=CC1C